N1CC(CC1)CCNC(OC(C)(C)C)=O tert-butyl (2-(pyrrolidin-3-yl)ethyl)carbamate